(6-(4-(3-(dimethylamino)phenoxy)butyl)-1H-benzo[d]imidazol-2-yl)(piperazin-1-yl)methanone hydrochloride Cl.CN(C=1C=C(OCCCCC=2C=CC3=C(NC(=N3)C(=O)N3CCNCC3)C2)C=CC1)C